ClC1=NC=C2C(=N1)N(N=C2)C[C@H]2[C@@H](CCC2)C(=O)OC methyl (1R,2R)-2-[(6-chloropyrazolo[3,4-d]pyrimidin-1-yl)methyl]cyclopentanecarboxylate